(3R)-3-[(2S)-3-[5-(2-aminoethoxy)pyridine-3-yl]-1-(tert-butoxy)-1-oxopropan-2-yl]pyrrolidin-1-carboxylic acid tert-butyl ester C(C)(C)(C)OC(=O)N1C[C@H](CC1)[C@@H](C(=O)OC(C)(C)C)CC=1C=NC=C(C1)OCCN